C(=C)(C)C1=CC=C(C(=O)[O-])C=C1 4-isopropenyl-benzoate